NC[C@@H]1[C@@H]([C@@H]([C@H]2N(CC[C@H]2O1)C(C(F)(F)F)=O)O)O 1-((3aR,5R,6R,7R,7aR)-5-(Aminomethyl)-6,7-dihydroxyhexahydropyrano[3,2-b]pyrrol-1(2H)-yl)-2,2,2-trifluoroethan-1-one